4-(2-(1,1-difluoroethyl)phenyl)butanoic acid FC(C)(F)C1=C(C=CC=C1)CCCC(=O)O